[Cl-].C(C=C)(=O)OCC[N+](C)(C)C 2-(acryloyloxy)ethyl-trimethyl-ammonium chloride